(+/-)-2-(aminomethyl)-2-methyl-3-[(propan-2-yl)oxy]propan-1-ol NC[C@](CO)(COC(C)C)C |r|